(((4aR,6S,7R,8R,8aS)-6-(benzyloxy)-7-((ethoxycarbonyl)amino)-2-phenylhexahydropyrano[3,2-d][1,3]dioxin-8-yl)oxy)propanoic acid C(C1=CC=CC=C1)O[C@@H]1[C@@H]([C@H]([C@@H]2OC(OC[C@H]2O1)C1=CC=CC=C1)OC(C(=O)O)C)NC(=O)OCC